Tert-butyl 3-(6-chloro-7-fluoro-1-methyl-pyrazolo[4,3-c]pyridin-3-yl)-3,9-diazabicyclo[3.3.1]nonane-9-carboxylate ClC1=C(C2=C(C=N1)C(=NN2C)N2CC1CCCC(C2)N1C(=O)OC(C)(C)C)F